3-(5-amino-8-(5-fluoropyrimidin-4-yl)-2-(pyridin-2-ylmethyl)-[1,2,4]triazolo[1,5-c]pyrimidin-7-yl)benzonitrile NC1=NC(=C(C=2N1N=C(N2)CC2=NC=CC=C2)C2=NC=NC=C2F)C=2C=C(C#N)C=CC2